7-(5-(6-ethoxy-1H-pyrazolo[3',4':3,4]pyrazolo[1,5-a]pyridin-4-yl)pyridin-2-yl)-2,7-diazaspiro[4.5]decane-2-carboxylic acid tert-butyl ester C(C)(C)(C)OC(=O)N1CC2(CC1)CN(CCC2)C2=NC=C(C=C2)C=2C=1N(C=C(C2)OCC)N=C2C1C=NN2